N-((R)-3-hydroxy-2-phenylpropionyl)-O-(trans-3-(2-(5,6,7,8-tetrahydro-1,8-naphthyridin-2-yl)ethyl)cyclobutyl)homoserine OC[C@H](C(=O)N[C@@H](CCO[C@@H]1C[C@H](C1)CCC1=NC=2NCCCC2C=C1)C(=O)O)C1=CC=CC=C1